1-bromo-3-cyclobutylbenzene BrC1=CC(=CC=C1)C1CCC1